ethyl 2-(2-chloro-N-(2-((5-chloro-2-(4-chloro-1H-1,2,3-triazol-1-yl)phenyl)amino)-2-oxoethyl)acetamido)-3-(4-fluorophenyl)propanoate ClCC(=O)N(CC(=O)NC1=C(C=CC(=C1)Cl)N1N=NC(=C1)Cl)C(C(=O)OCC)CC1=CC=C(C=C1)F